C(C)(C)(C)OC(=O)N1CCN(CC1)C(CCN1C(C2=CC=CC=3C2=C(C1=O)C=CC3Br)=O)=O 4-(3-(6-bromo-1,3-dioxo-1H-benzo[de]isoquinoline-2(3H)-yl)propionyl)piperazine-1-carboxylic acid tert-butyl ester